Cl.C1(=CC=CC=C1)N/C=C/C=C/C=NC1=CC=CC=C1 N-((2E,4E)-5-(phenyl-amino)penta-2,4-dienylidene)aniline hydrochloride